6-chloro-1,7-naphthyridin-2-ol ClC=1C=C2C=CC(=NC2=CN1)O